COC(C1CCN(CC1)C1=CC=C(C=C1)N1C=NC2=CC=C(C=C2C1=O)O)OC 3-(4-(4-(dimethoxymethyl)piperidin-1-yl)phenyl)-6-hydroxyquinazolin-4(3H)-one